FC1=C(C(=CC=C1)F)NC 2,6-difluorophenyl-methylamine